4-(3-amino-5-(1-(difluoromethyl)-1H-pyrazol-4-yl)pyridin-4-yl)-2-chloro-N-(5-chloro-6-(2H-1,2,3-triazol-2-yl)pyridin-3-yl)-5-fluorobenzamide NC=1C=NC=C(C1C1=CC(=C(C(=O)NC=2C=NC(=C(C2)Cl)N2N=CC=N2)C=C1F)Cl)C=1C=NN(C1)C(F)F